O=C1NC(CCC1N1C(C2=CC=CC(=C2C1=O)NC[C@H]1CNCCO1)=O)=O 2-(2,6-Dioxo-3-piperidyl)-4-[[(2R)-morpholin-2-yl]methylamino]isoindoline-1,3-dione